C[C@]1(CCC=2C(=C(C(=NC2C1)N1CC2(CN(C2)C(C=C)=O)CC1)C#N)C1=NC=CC=C1C)C1=C(N=CS1)C (7R)-7-methyl-4-(3-methyl-2-pyridinyl)-7-(4-methyl-1,3-thiazol-5-yl)-2-(2-(2-propenoyl)-2,6-diazaspiro[3.4]octan-6-yl)-5,6,7,8-tetrahydro-3-quinolinecarbonitrile